Cl.CC=1SC(=C(N1)C)C1=CC=C(CNC(=O)[C@H]2NC[C@@H](C2)O)C=C1 (2S,4R)-N-(4-(2,4-dimethylthiazol-5-yl)benzyl)-4-hydroxypyrrolidine-2-carboxamide, hydrochloride